C(C1=CC=CC=C1)OC1C=CC(C(C1OCC1=CC=CC=C1)OC1C(C(C(C(C1)CO)O)O)O)COCC1=CC2=CC=CC=C2C=C1 4-((5,6-bis(benzyloxy)-2-((naphthalen-2-ylmethoxy)methyl)cyclohex-3-en-1-yl)oxy)-6-(hydroxymethyl)cyclohexane-1,2,3-triol